7-[(4R)-4-Amino-3,3-difluoropiperidin-1-yl]-1-methyl-3-({[(3S)-1-(6-methylpyridin-3-yl)piperidin-3-yl][(2-methylpyridin-4-yl)methyl]amino}methyl)-1,4-dihydroquinolin-4-one N[C@H]1C(CN(CC1)C1=CC=C2C(C(=CN(C2=C1)C)CN(CC1=CC(=NC=C1)C)[C@@H]1CN(CCC1)C=1C=NC(=CC1)C)=O)(F)F